ClC=1C=C2C(=C(C1)Cl)NC([C@@]21[C@H]([C@H]([C@H]2CC(CN12)(F)F)C(N(C)C1=CC(=CC(=C1)Cl)Cl)=O)C(=O)OCOC(C)=O)=O acetoxymethyl (1'R,2'S,3R,7a'R)-5,7-dichloro-1'-((3,5-dichlorophenyl)(methyl)carbamoyl)-6',6'-difluoro-2-oxo-1',2',5',6',7',7a'-hexahydrospiro[indoline-3,3'-pyrrolizine]-2'-carboxylate